ClC1=C(C(=O)OC)C=CC(=C1)C1=NC=C(C=C1)S(NC=1C(=CC=C2C=NN(C12)C)CC)(=O)=O METHYL 2-CHLORO-4-(5-(N-(6-ETHYL-1-METHYL-1H-INDAZOL-7-YL)SULFAMOYL)PYRIDIN-2-YL)BENZOATE